CCCCN(CCCC)C(=O)C=C N,N-di-n-butylacrylamide